3-cyclopropyl-4-formyl-1,2,5-oxadiazole 2-oxide C1(CC1)C1=[N+](ON=C1C=O)[O-]